tert-butyl N-[(1S,2R)-1-[3-(3-fluorophenyl)-1,2,4-oxadiazol-5-yl]-2-methoxy-propyl]carbamate FC=1C=C(C=CC1)C1=NOC(=N1)[C@H]([C@@H](C)OC)NC(OC(C)(C)C)=O